N-(3-(1-Methyl-1H-imidazol-4-yl)-4-((5-(trifluoromethyl)pyridin-2-yl)amino)phenyl)acrylamide CN1C=NC(=C1)C=1C=C(C=CC1NC1=NC=C(C=C1)C(F)(F)F)NC(C=C)=O